C(#N)C1=CC(=C(COC2=CC=CC(=N2)C2CCN(CC2)CC2=NC3=C(N2CC2=CN=CS2)C=C(C=C3O)C(=O)O)C=C1)F 2-((4-(6-((4-Cyano-2-fluorobenzyl)oxy)pyridin-2-yl)piperidin-1-yl)methyl)-4-hydroxy-1-(thiazol-5-ylmethyl)-1H-benzo[d]imidazole-6-carboxylic acid